C1(CCC1)N1CCN(CC1)C=1C=CC(=C(C1)C=1N=NNC1)F 4-(5-(4-cyclobutylpiperazin-1-yl)-2-fluorophenyl)-1H-1,2,3-triazol